5-[5-(difluoromethyl)-1,3,4-oxadiazol-2-yl]-N-[1-(3,5-difluorophenyl)ethyl]pyrimidin-2-amine FC(C1=NN=C(O1)C=1C=NC(=NC1)NC(C)C1=CC(=CC(=C1)F)F)F